CS(=O)(=O)C1CCN(CC1)CC1=C2C(=NC(=C1)C=1C=C3CN(C(C3=CC1)=O)C1C(NC(CC1)=O)=O)N(C=C2)C2COC2 3-(5-(4-((4-(methylsulfonyl)piperidin-1-yl)methyl)-1-(oxetan-3-yl)-1H-pyrrolo[2,3-b]pyridin-6-yl)-1-oxoisoindolin-2-yl)piperidine-2,6-dione